[SiH3]C silaethane